7-(ethylamino)-5-fluoro-3-methyl-2-OXO-3-[(3R)-3-(4-fluorosulfonyloxyanilino)-1-piperidyl]indoline C(C)NC=1C=C(C=C2C(C(NC12)=O)(N1C[C@@H](CCC1)NC1=CC=C(C=C1)OS(=O)(=O)F)C)F